C(\C=C\C=C)(=O)[O-] trans-2,4-pentadienoate